tert-butyl N-(cyclobutylmethyl)-N-propyl-carbamate C1(CCC1)CN(C(OC(C)(C)C)=O)CCC